α,α'-dihydroxy-m-xylene OCC1=CC(=CC=C1)CO